C(OC(CCC\C=C/CCCCC)C(CCC\C=C/CCCCC)CCC\C=C/CCCCC)(OCCCCN(C)C)=O (6Z,16Z)-12-((Z)-dec-4-en-1-yl)docosa-6,16-dien-11-yl (4-(dimethylamino)butyl) carbonate